FC1CN(CC1)C(C)=O 1-(3-fluoropyrrolidin-1-yl)ethanone